COC=1C=C(CN(C=2SC=C(N2)CN2CCOCC2)CC2=CC(=CC=C2)OC)C=CC1 N,N-bis(3-methoxybenzyl)-4-(morpholinomethyl)thiazol-2-amine